FC=1C=C(C=CC1)CCC(SCCCCCCC(NC=1SC=C(N1)C1=CC=CC=C1)=O)=O S-(7-oxo-7-((4-phenylthiazol-2-yl)amino)heptyl) 3-(3-fluorophenyl)propanethioate